(9R)-N-(2-Amino-4-((4-hydroxybenzyl)amino)phenyl)-2,3-difluorodecanamid NC1=C(C=CC(=C1)NCC1=CC=C(C=C1)O)NC(C(C(CCCCCCC)F)F)=O